COC([C@@H](N)CO)=O serine-methylester